(S)-5-(3-cyclopropyl-4-(2-azaspiro[3.3]hept-2-yl)phenyl)-6-methyl-3,6-dihydro-2H-1,3,4-oxadiazin-2-one C1(CC1)C=1C=C(C=CC1N1CC2(C1)CCC2)C2=NNC(O[C@H]2C)=O